[Cl-].C(CCC)[N+]1(CCCCC1)C 1-butyl-1-methylpiperidinium chloride